ClC=1C=C(C=C(C1)NS(=O)(=O)C)NC(=O)C1=CN(C(=C1)C1=NC=C(C=C1OCC1=CC(=CC(=C1)F)P(=O)(CC)CC)F)C N-(3-chloro-5-(methylsulfonamido)phenyl)-5-(3-((3-(diethylphosphoryl)-5-fluorobenzyl)oxy)-5-fluoropyridin-2-yl)-1-methyl-1H-pyrrole-3-carboxamide